(S)-3-((benzyloxy)methyl)-1-(1-(2-chloro-6-fluoro-3-(2-methoxyethoxy)phenoxy)-8-((1,1,1-trifluoropropan-2-yl)oxy)isoquinolin-6-yl)-4-ethyl-1H-1,2,4-triazol-5(4H)-one C(C1=CC=CC=C1)OCC1=NN(C(N1CC)=O)C=1C=C2C=CN=C(C2=C(C1)O[C@H](C(F)(F)F)C)OC1=C(C(=CC=C1F)OCCOC)Cl